(1r,4s)-4-(((6-(3-chloro-4-(2-chloro-3-(5-((isopropylamino)methyl)-6-methoxypyridin-2-yl)phenyl)pyridin-2-yl)-8-methoxy-[1,2,4]triazolo[1,5-a]pyridin-2-yl)methyl)amino)cyclohexan ClC=1C(=NC=CC1C1=C(C(=CC=C1)C1=NC(=C(C=C1)CNC(C)C)OC)Cl)C=1C=C(C=2N(C1)N=C(N2)CNC2CCCCC2)OC